CN1CCN(CC1)C1=CC=C(CNC(=O)C=2SC=3C(C=4C=CC=NC4C(C3N2)=O)=O)C=C1 N-(4-(4-methylpiperazin-1-yl)benzyl)-4,9-dioxo-4,9-dihydrothiazolo[5,4-g]quinoline-2-carboxamide